P(=O)(OC1=CC(=C(C(=C1)F)C1=C(N=C2N1C=C(N=C2)C2=CC(=C(C=C2)F)C(F)(F)F)C2CC2)F)([O-])[O-] Mono-{4-[2-cyclopropyl-6-(4-fluoro-3-trifluoromethyl-phenyl)-imidazo[1,2-a]pyrazin-3-yl]-3,5-difluoro-phenyl} phosphate